N=S(=O)(C)C1=CC=C(C=C1)OC imino-(4-methoxyphenyl)-methyl-oxo-λ6-sulfane